C(C)O[Si](OCC)(OCC)CN1N=CC=C1 1-(triethoxysilylmethyl)-1H-1,2-diazole